N1=C(C=CC=C1)C1=C(C=CC=C1)C=1C(=C(C(=NC1)C1=NC=CC(=C1)C(C)(C)C)C1=C(C=CC=C1)C1=NC=CC=C1)C(C)(C)C bis[(2-pyridyl)phenyl]4,4'-di-tert-butyl-2,2'-bipyridine